F[C@@H]1CN(CCC1)CCCCC(=O)O 5-[(3S)-3-fluoropiperidin-1-yl]pentanoic acid